dipropyl adipate dipropyl-phthalate C(CC)OC(C=1C(C(=O)OCCC)=CC=CC1)=O.C(CCCCC(=O)OCCC)(=O)OCCC